O=C1N(CCC(N1)=O)C=1C=C(C(=O)OC)C=CC1C methyl 3-(2,4-dioxo-1,3-diazinan-1-yl)-4-methylbenzoate